C(C=1C(O)=CC=CC1)(=O)[O-].C(C)NCC.[Na+] sodium diethylamine salicylate